spiro[2.3]-hexane-5-carboxamide C1CC12CC(C2)C(=O)N